(S)-8-chloro-6-(((6-fluoro-2-methylpyridin-3-yl)(1-(1-(trifluoromethyl)cyclopropyl)-1H-1,2,3-triazol-4-yl)methyl)(methyl)amino)-4-(neopentylamino)quinoline-3-carbonitrile ClC=1C=C(C=C2C(=C(C=NC12)C#N)NCC(C)(C)C)N(C)[C@H](C=1N=NN(C1)C1(CC1)C(F)(F)F)C=1C(=NC(=CC1)F)C